C1=2C=C(C=CC2CC1)C1C(=NN(C1)C(=O)NS(=O)(=O)C1=CC=C(C=C1)C(F)(F)F)C1=CC=C(C=C1)Cl 4-(bicyclo[4.2.0]oct-1(6),2,4-triene-3-yl)-3-(4-chlorophenyl)-N-((4-(trifluoromethyl)phenyl)sulfonyl)-4,5-dihydro-1H-pyrazole-1-carboxamide